tert-butyl 9-(4-((3S,4R)-7-hydroxy-3-phenylchroman-4-yl)phenyl)-3,9-diazaspiro[5.5]undecane-3-carboxylate OC1=CC=C2[C@H]([C@H](COC2=C1)C1=CC=CC=C1)C1=CC=C(C=C1)N1CCC2(CCN(CC2)C(=O)OC(C)(C)C)CC1